C1(CC1)NC1=NC=C(C=N1)C1=CC(=CC(=C1)S(=O)(=O)C1=CC=CC=C1)N1CCOCC1 N-cyclopropyl-5-(3-morpholino-5-(phenylsulfonyl)phenyl)pyrimidin-2-amine